2-(4,4-dimethyl-1,4-azasilinan-1-yl)-4-((2-hydroxyethyl)sulfonamido)-N-(5-morpholinoimidazo[1,2-c]pyrimidin-7-yl)benzamide C[Si]1(CCN(CC1)C1=C(C(=O)NC2=CC=3N(C(=N2)N2CCOCC2)C=CN3)C=CC(=C1)NS(=O)(=O)CCO)C